4-(8-methoxypyrimido[4,5-c][1,8]naphthyridin-1-yl)-1,4-diazacycloheptane-1-sulfonamide COC=1C=CC=2C3=C(C=NC2N1)N=CN=C3N3CCN(CCC3)S(=O)(=O)N